5-fluoro-1-((5-nitrothiophen-2-yl)methyl)pyrimidine-2,4(1H,3H)-dione FC=1C(NC(N(C1)CC=1SC(=CC1)[N+](=O)[O-])=O)=O